3-((3,3-dibutyl-7-chloro-1,1-dioxo-5-phenyl-2,3,4,5-tetrahydro-1,5-benzothiazepin-8-yl)oxy)propionic acid C(CCC)C1(CS(C2=C(N(C1)C1=CC=CC=C1)C=C(C(=C2)OCCC(=O)O)Cl)(=O)=O)CCCC